4-methoxybenzohydrazonoyl chloride COC1=CC=C(C(=NN)Cl)C=C1